NC1=C(C(=O)OC)C=CC(=C1)C1=NC=CC(=N1)C(F)(F)F methyl 2-amino-4-(4-(trifluoromethyl)pyrimidin-2-yl)benzoate